(3-fluoro-4-(4-methylpiperazin-1-yl)phenyl)boronic acid pinacol ester FC=1C=C(C=CC1N1CCN(CC1)C)B1OC(C)(C)C(C)(C)O1